2-(4-cyclopropyl-6-methoxypyrimidin-5-yl)-4-(4-(1-ethyl-4-(trifluoromethyl)-1H-imidazol-2-yl)-3,5-difluorobenzyl)oxazolo[5,4-c]pyridine C1(CC1)C1=NC=NC(=C1C=1OC=2C(=NC=CC2N1)CC1=CC(=C(C(=C1)F)C=1N(C=C(N1)C(F)(F)F)CC)F)OC